C(CC[NH3+])C[C@@H](C(=O)[O-])[NH3+] The molecule is an optically active form of lysinium having L-configuration. It has a role as an Escherichia coli metabolite, a Saccharomyces cerevisiae metabolite and a plant metabolite. It is a lysinium(1+) and a polar amino acid zwitterion. It is a conjugate base of a L-lysinium(2+). It is a conjugate acid of a L-lysine and a L-lysine zwitterion. It is an enantiomer of a D-lysinium(1+).